NC1=C2C(=NC=N1)N(N=C2C2=CC=C(C=C2)NC(CC2=CC=CC=C2)=O)C(C)(C)C N-(4-(4-amino-1-tert-butyl-1H-pyrazolo[3,4-d]pyrimidin-3-yl)phenyl)-2-phenylacetamide